({5-[(3S)-3-{[(benzyloxy)carbonyl]amino}hexahydropyridin-1-yl]pentyl}amino)methanoic acid C(C1=CC=CC=C1)OC(=O)N[C@@H]1CN(CCC1)CCCCCNC(=O)O